benzyl (R)-2-(((benzyloxy)carbonyl)amino)-3-(7-(difluoromethyl)thieno[3,2-b]pyridine-2-carboxamido)propanoate C(C1=CC=CC=C1)OC(=O)N[C@@H](C(=O)OCC1=CC=CC=C1)CNC(=O)C1=CC2=NC=CC(=C2S1)C(F)F